C1(=CC=C2C=CC3=CC=CC4=CC=C1C2=C34)[N+]#N pyrenyl-diazonium